COC(=O)[C@H](C(=O)N[C@@H](CC1=CC=C(C=C1)NS(O)(=O)=O)C=1SC=CN1)CC1=CC=CC=C1 4-{(S)-2-[(S)-2-(Methoxycarbonyl)-3-phenylpropanamido]-2-(thiazol-2-yl)ethyl}phenylsulfamic acid